OC1=C(C(=CC(=C1S(=O)(=O)NC(CC1=CC=CC=C1)=O)CCCCC)O)C1CCCC(=C1)C N-((2,6-dihydroxy-5'-methyl-4-pentyl-1',2',3',4'-tetrahydro-[1,1'-biphenyl]-3-yl)sulfonyl)-2-phenylacetamide